CC1=NNC2=CC=C(C=C12)CN 1-(3-methyl-1H-indazol-5-yl)methylamine